4-((((1S,4S,5R)-2-azabicyclo[2.2.1]heptan-5-yl)oxy)methyl)-5-cyclopropyl-3-(spiro[2.5]octan-6-yl)isoxazole hydrochloride Cl.[C@@H]12NC[C@@H]([C@@H](C1)OCC=1C(=NOC1C1CC1)C1CCC3(CC3)CC1)C2